BrC=1C(N(C(=CC1OCC1=C(C=C(C=C1)F)F)C)C1=C(C=C(C(=O)N)C=C1)Cl)=O 4-[3-bromo-4-[(2,4-difluorobenzyl)oxy]-6-methyl-2-oxopyridin-1(2H)-yl]-3-chlorobenzamide